ClC=1C=C(C(=NC1)CN1N=C2N(C(=CC=C2C(F)(F)F)C(=O)O)C1=O)F 2-[(5-Chloro-3-fluoropyridin-2-yl)methyl]-3-oxo-8-(trifluoromethyl)-2,3-dihydro[1,2,4]triazolo[4,3-a]pyridine-5-carboxylic acid